FC1=NC=CC(=C1)C1=CC(=NN1C1=NC=CC=C1)O 5-(2-Fluoropyridin-4-yl)-1-(pyridin-2-yl)-1H-pyrazole-3-ol